6-(2-chloro-3,5-dimethoxyphenyl)-4,5,6,7-tetrahydro-1H-indazol ClC1=C(C=C(C=C1OC)OC)C1CCC=2C=NNC2C1